hafnium tri-n-butoxide [O-]CCCC.[O-]CCCC.[O-]CCCC.[Hf+3]